Tert-butyl ((1r,3r)-3-(4-(2-(4-((2-(2-acetylhydrazine-1-carbonyl)pyrimidin-5-yl)oxy)phenyl)propane-2-yl)phenoxy)cyclobutyl)carbamate C(C)(=O)NNC(=O)C1=NC=C(C=N1)OC1=CC=C(C=C1)C(C)(C)C1=CC=C(OC2CC(C2)NC(OC(C)(C)C)=O)C=C1